2-methoxy-2'-aminobenzidine COC1=C(C=CC(=C1)N)C1=C(C=C(N)C=C1)N